(5-chloro-1-(2,6-dimethoxyphenyl)-2-(6-ethoxypyridin-2-yl)-1H-imidazo[4,5-b]pyrazin-6-yl)morpholine-4-sulfonamide ClC=1N=C2C(=NC1C1N(CCOC1)S(=O)(=O)N)N(C(=N2)C2=NC(=CC=C2)OCC)C2=C(C=CC=C2OC)OC